1-[(4S)-7-(3,5-dimethylisoxazol-4-yl)-4-pyridin-2-yl-4,5-dihydroimidazo[1,5,4-de][1,4]benzoxazin-2-yl]piperidin-4-ol CC1=NOC(=C1C1=CC=C2C=3N([C@H](COC31)C3=NC=CC=C3)C(=N2)N2CCC(CC2)O)C